9-[(2R,3R,4S,5S)-3,4-dihydroxy-5-(hydroxymethyl)-5-(triisopropylsilyloxymethyl)-tetrahydrofuran-2-yl]-1H-purin-6-one O[C@H]1[C@@H](O[C@]([C@H]1O)(CO[Si](C(C)C)(C(C)C)C(C)C)CO)N1C=2N=CNC(C2N=C1)=O